NC=1C=NC=C(C1C1=CC(=C(C(=O)NC=2C=C(C(=NC2)C(=O)NC2(CC2)C#N)Cl)C=C1F)Cl)C#C 5-(4-(3-amino-5-ethynylpyridin-4-yl)-2-chloro-5-fluorobenzamido)-3-chloro-N-(1-cyanocyclopropyl)pyridinecarboxamide